4-(7-(6-cyano-5-trifluoromethyl-3-pyridinyl)-8-oxo-6-thioxo-5,7-diazaspiro[3.4]-5-octyl)-2-fluoro-N-methylbenzamide C(#N)C1=C(C=C(C=N1)N1C(N(C2(CCC2)C1=O)C1=CC(=C(C(=O)NC)C=C1)F)=S)C(F)(F)F